C(#N)C=1C=CC=C2NC[C@@H](NC12)[C@@H](C1=CC=CC=C1)NCCC=1C=C(C=CC1)CC(=O)N 2-(3-(2-(((R)-((R)-8-cyano-1,2,3,4-tetrahydroquinoxalin-2-yl)(phenyl)methyl)amino)ethyl)phenyl)acetamide